C(#N)C=1C=C(C=CC1NC)S(=O)(=O)NC=1C=NC(=CC1)N1C[C@H](C[C@@H](C1)C)C 3-cyano-N-(6-((trans)-3,5-dimethylpiperidin-1-yl)pyridin-3-yl)-4-(methylamino)benzenesulfonamide